5-amino-3-[2-(1-cyclopropyl-1,3-benzodiazol-5-yl)ethynyl]-1-[(3S,5R)-5-[(difluoromethoxy)methyl]-1-(prop-2-enoyl)pyrrolidin-3-yl]pyrazole-4-carboxamide NC1=C(C(=NN1[C@@H]1CN([C@H](C1)COC(F)F)C(C=C)=O)C#CC1=CC2=C(N(C=N2)C2CC2)C=C1)C(=O)N